triethylmethylammonium ammonium [NH4+].C(C)[N+](C)(CC)CC